diazonine N1N=CC=CC=CC=C1